OC1=C(C=C(C=C1C(C)(C)C)C(CCC)=O)N1N=C2C(=N1)C=CC=C2 2-[2-hydroxy-3-tert-butyl-5-(3-methylpropanoyl)phenyl]-2H-benzotriazole